O1C(=CC=C1)C1=NN2C(=NC3=C(C2=N1)C=NN3CCN3CCN(CC3)C3=CC=C(C=C3)OCCOC)N 2-(2-furyl)-7-[2-[4-[4-(2-methoxyethoxy)phenyl]-1-piperazinyl]ethyl]7H-pyrazolo[4,3-e][1,2,4]triazolo[1,5-c]pyrimidin-5-amine